2-Amino-N-(1-{8-chloro-5-[(3S)-3-hydroxypiperidin-1-yl]imidazo[1,5-a]pyridin-6-yl}ethyl)pyrazolo[1,5-a]pyrimidine-3-carboxamide trifluoroacetate salt FC(C(=O)O)(F)F.NC1=NN2C(N=CC=C2)=C1C(=O)NC(C)C=1C=C(C=2N(C1N1C[C@H](CCC1)O)C=NC2)Cl